2-(3-methylphenyl)acetic acid CC=1C=C(C=CC1)CC(=O)O